N-(5-bromo-2,3-dihydro-1H-inden-1-yl)-4-(dimethylamino)benzamide BrC=1C=C2CCC(C2=CC1)NC(C1=CC=C(C=C1)N(C)C)=O